morpholinooxetane O1CCN(CC1)C1OCC1